4-(1,3-dioxolan-2-yl)-2-(3-(trifluoromethoxy)phenoxy)thiazole O1C(OCC1)C=1N=C(SC1)OC1=CC(=CC=C1)OC(F)(F)F